(R,Z)-3-hydroxy-N-(pyridazin-3-yl)-4-(3-((5-(trifluoromethyl)pyridin-2-yl)oxy)benzylidene)piperidine-1-carboxamide O[C@H]\1CN(CC/C1=C/C1=CC(=CC=C1)OC1=NC=C(C=C1)C(F)(F)F)C(=O)NC=1N=NC=CC1